NC1=NC=2C=C(C(=CC2C2=C1C=NN2C)C(=O)OC)C(F)(F)F methyl 4-amino-1-methyl-7-(trifluoromethyl)-1H-pyrazolo[4,3-c]quinoline-8-carboxylate